FC1=C(C(=CC=C1)F)C1=N[C@H](C2=NN=C(N2C=2SC=3CCC4(CCC3C12)OCCO4)C)C (7'S)-9'-(2,6-difluorophenyl)-3',7'-dimethyl-spiro[1,3-dioxolane-2,14'-18-thia-2,4,5,8-tetrazatetracyclo[8.8.0.02,6.011,17]octadeca-1(10),3,5,8,11(17)-pentaene]